5-(4-fluorophenyl)-7-methyl-6-(3-azaspiro[5.5]undec-8-en-9-yl)-7H-pyrrolo[2,3-d]pyrimidin-4-amine FC1=CC=C(C=C1)C1=C(N(C=2N=CN=C(C21)N)C)C2=CCC1(CCNCC1)CC2